ClCC1=CC=C(C=C1)N1CCN(CC1)C1=C(C=C(C#N)C=C1)C(F)(F)F 4-(4-(4-(chloromethyl)phenyl)piperazin-1-yl)-3-(trifluoromethyl)benzonitrile